chloromethylisothiazolinone CN1C(=O)C=C(S1)Cl